tert-butyl-decyl-dimethoxysilane 2,3,5,6-tetramethylbenzoate CC1=C(C(=O)O)C(=C(C=C1C)C)C.C(C)(C)(C)[Si](OC)(OC)CCCCCCCCCC